FC(C1=CC=C(C=C1)CN1C[C@H](CC1)NC(C=C)=O)(F)F N-[(3S)-1-[[4-(trifluoromethyl)phenyl]methyl]pyrrolidin-3-yl]prop-2-enamide